Ethyl 4-(2-acetoxy-4-methoxyphenyl)-1-(3-(methoxycarbonyl)phenyl)-6-methyl-2-oxo-1,2,3,4-tetrahydropyrimidine-5-carboxylate C(C)(=O)OC1=C(C=CC(=C1)OC)C1NC(N(C(=C1C(=O)OCC)C)C1=CC(=CC=C1)C(=O)OC)=O